ClC=1C=C2C=NNC2=C(C1)[C@H](C(C)(C)C1CCN(CC1)C(=O)NC1=CC=C(C=C1)F)O (S)-4-(1-(5-chloro-1H-indazol-7-yl)-1-hydroxy-2-methylpropan-2-yl)-N-(4-fluorophenyl)piperidine-1-carboxamide